CC1CCC(NC1)C=1C=NC=NC1 5-(5-methylpiperidin-2-yl)Pyrimidine